BrC=1C(=NC(=CC1N)C=1SC=CN1)C1=NC(=CC=C1)N1CCC(CC1)OC 3-bromo-6'-(4-methoxypiperidin-1-yl)-6-(thiazol-2-yl)-[2,2'-bipyridine]-4-amine